2-methylsulfanyl-pyrimidine-5-carboxylic acid Ethyl Ester C(C)OC(=O)C=1C=NC(=NC1)SC